butylamino-decanoic acid imidazole salt N1C=NC=C1.C(CCC)NC(C(=O)O)CCCCCCCC